FC(CCCCN1C=CC2=CC(=CC=C12)C(C(=O)N)=C)(F)F (1-(5,5,5-trifluoropentyl)-1H-indol-5-yl)acrylamide